(2-fluorophenyl)-1-methyl-2-oxo-3-(phenylsulfanyl)pyrrolidine-3-carboxamide FC1=C(C=CC=C1)C1C(C(N(C1)C)=O)(C(=O)N)SC1=CC=CC=C1